ClC1=NN(C2=CC=C(C(=C12)CC(=O)N1[C@H](C2=CC=CC(=C2C[C@@H]1CO)C=1C=NNC1)C)Cl)C 2-(3,5-dichloro-1-methyl-indazol-4-yl)-1-[(1s,3r)-3-(hydroxymethyl)-1-methyl-5-(1H-pyrazol-4-yl)-3,4-dihydro-1H-isoquinolin-2-yl]ethanone